CC(C)(CO)NS(=O)(=O)C1=CC=C(C=C1)Cl 4-Chloro-N-(2-hydroxy-1,1-dimethylethyl)benzenesulfonamide